C(C)(C)(C)N1C=2C(N=CC1)CC=CC2N tert-butyl-8-amino-1,2,4a,5-tetrahydrobenzo[b]pyrazine